N-((6-(trifluoromethyl)-3-pyridinyl)methyl)-D-prolinamide FC(C1=CC=C(C=N1)CNC([C@@H]1NCCC1)=O)(F)F